ClC=1C=C2C(=CC(=NC2=CC1)C(F)(F)F)NCC1(CNC1)C1=NC=C(C=C1)F 6-chloro-N-((3-(5-fluoropyridin-2-yl)azetidin-3-yl)methyl)-2-(trifluoromethyl)quinolin-4-amine